(S)-(1-(methoxy(methyl)amino)-1-oxopropyl-2-yl)carbamic acid tert-butyl ester C(C)(C)(C)OC(N=C(C(=O)N(C)OC)C)=O